Cl.Cl.N(=NCC(C)C=1NCCN1)CC(C)C=1NCCN1 azobis{2-(2-imidazolin-2-yl)propane} dihydrochloride